7-((3s,4r)-4-((2,3-dihydrobenzo[b][1,4]dioxin-6-yl)oxy)-3-fluoropiperidin-1-yl)-8-methyl-4H-pyrimido[1,2-b]pyridazin-4-one O1C2=C(OCC1)C=C(C=C2)O[C@H]2[C@H](CN(CC2)C=2C(=CC=1N(N2)C(C=CN1)=O)C)F